COC=1C=CC=2N(C1)C(=NC2C#N)C2=CC=CC=C2 6-methoxy-3-phenylimidazo[1,5-a]pyridine-1-carbonitrile